ClC1=CC=2C3=C(C(=NC2C(=C1C1=C(C(=CC=C1)C)C(F)(F)F)F)SC)N=CN3[C@@H]3C[C@H](N(CC3)C(=O)OC(C)(C)C)CC#N tert-butyl (2S,4S)-4-(8-chloro-6-fluoro-7-(3-methyl-2-(trifluoromethyl)phenyl)-4-(methylthio)-1H-imidazo[4,5-c]quinolin-1-yl)-2-(cyanomethyl)piperidine-1-carboxylate